O[C@H](C)C1=NC=2C(C=3C(=NC2)N(CC3)S(=O)(=O)C3=CC=CC=C3)=N1 2-((R)-1-hydroxyethyl)-6-(benzenesulfonyl)imidazo[4,5-d]pyrrolo[2,3-b]pyridine